ClC1=C(C=CC=C1)S(=O)(=O)NC1=NC(=C(C=C1)C=1C=C2C=NC(=NC2=C(C1)CC)NC1CCC(CC1)N(C)CC1CCC1)C 2-chloro-N-(5-(2-(((1r,4r)-4-((cyclobutylmethyl)(methyl)amino)cyclohexyl)amino)-8-ethylquinazolin-6-yl)-6-methylpyridin-2-yl)benzenesulfonamide